ClC=1C=C(C=2CCC(C2C1)=O)S(=O)(=O)Cl 6-chloro-1-oxo-2,3-dihydroindene-4-sulfonyl chloride